C(N)(OCC1=C(C=CC=C1F)F)=O (2,6-difluorobenzyl) carbamate